1,5-dibromo-3-fluoro-2,4-dimethylbenzene BrC1=C(C(=C(C(=C1)Br)C)F)C